1-(3-(2,4-Dioxotetrahydropyrimidin-1(2H)-yl)-4-methoxybenzoyl)pyrrole O=C1N(CCC(N1)=O)C=1C=C(C(=O)N2C=CC=C2)C=CC1OC